C(C)[C@]1(COC2=C1C=C(C=C2C(NC)=O)C(=O)OC)C2=CC=CC=C2 |o1:2| Methyl (S*)-3-ethyl-7-(methylcarbamoyl)-3-phenyl-2,3-dihydrobenzofuran-5-carboxylate